2(S)-{1(S)-Carboxy-d1-2-[3-(3,5-dichloro-benzyl)-3H-imidazol-4-yl]-ethylamino-d1}-4-(methyl-d3)-pentanoic acid-d7 C(=O)(O[2H])[C@H](CC=1N(C=NC1)CC1=CC(=CC(=C1)Cl)Cl)N([C@](C(=O)O)(C(C(C([2H])([2H])[2H])(C([2H])([2H])[2H])[2H])([2H])[2H])[2H])[2H]